1,8-diazabicyclo[5.4.0]-7-undecenium hydroxide [OH-].[NH+]12CCCCCC2=NCCC1